FC=1C=C(C(=O)N2CCC(CC2)N2CC(C2)(N2N=CC(=C2)C=2C3=C(N=CN2)NC=C3)CC#N)C=CC1SC {1-{1-[3-fluoro-4-(methylthio)benzoyl]piperidin-4-yl}-3-[4-(7H-pyrrolo[2,3-d]pyrimidin-4-yl)-1H-pyrazol-1-yl]azetidin-3-yl}acetonitrile